N-[2-(dimethylamino)ethyl]-N,N',N'-trimethyl-1,2-ethanediamine CN(CCN(CCN(C)C)C)C